C(C)(C)(C)OC(N(C)CCOC=1C(=NC=NC1C1=C(C(=CC(=C1)F)NC(=O)C=1C=C2CCC3(C2=CC1F)CC3)C)N)=O (2-((4-amino-6-(5-fluoro-3-(6'-fluoro-2',3'-dihydrospiro[cyclopropane-1,1'-indene]-5'-carboxamido)-2-methylphenyl)Pyrimidin-5-yl)oxy)ethyl)(methyl)carbamic acid tert-butyl ester